N-Boc-L-leucine-d10 C(=O)(OC(C)(C)C)N([C@@](C(C(C([2H])([2H])[2H])(C([2H])[2H])[2H])([2H])[2H])(C(=O)O)[2H])[2H]